[N+](#[C-])CCCC(=O)OCC(CCCCCCCC)CCCCCC 2-Hexyldecyl 4-isocyanobutyrate